CN(C1=CC=C(CNCC2=CC=C(N(C)C)C=C2)C=C1)C 4-(((4-(dimethylamino)benzyl)amino)methyl)-N,N-dimethylaniline